NC1=CC=C(C=C1)C1N(CC(CC1)C)C(C(=O)NC=1C=C(C=NC1)C(=O)N)=O 5-[[2-[2-(4-aminophenyl)-5-methyl-1-piperidyl]-2-oxo-acetyl]amino]pyridine-3-carboxamide